1-glyceryl monostearate itaconate C(C(=C)CC(=O)O)(=O)O.C(CCCCCCCCCCCCCCCCC)(=O)OCC(O)CO